CN1C=CC=2C1=NC=C(C2)C(=O)NC(CC2=CC=CC=C2)(CC(F)(F)F)C 1-methyl-N-(4,4,4-trifluoro-2-methyl-1-phenylbutan-2-yl)-1H-pyrrolo[2,3-b]pyridine-5-carboxamide